(2-bromopyridin-4-yl)urea BrC1=NC=CC(=C1)NC(=O)N